ClC1=C(C(=CC=C1)Cl)N1C(C2=C(N=C(N=C2)SC)C(=C1)C)=O 6-(2,6-dichlorophenyl)-8-methyl-2-methylsulfanyl-pyrido[4,3-d]pyrimidin-5-one